Methyl 3-bromo-7-methoxy-imidazo[1,2-a]pyridine-6-carboxylate BrC1=CN=C2N1C=C(C(=C2)OC)C(=O)OC